camphene-2,5-diol C12(C(=CC(C(C1)O)C2(C)C)O)C